CC=1C=CC2=C(N=C(O2)C2=CC=CS2)C1 5-(5-methylbenzo[d]oxazol-2-yl)thiophen